O1CC(CC1)NC(=O)C=1C=C(C=2N(N1)C=CC2)CC2=CC=C(C=C2)C=2C=NC=CC2 N-[Tetrahydrofuran-3-yl]4-[4-(3-pyridyl)-benzyl]-pyrrolo[1,2-b]pyridazine-2-carboxamide